4-(N-NAPHTHALEN-1-YLSULFAMOYL)PHENYLBORONIC ACID B(C1=CC=C(C=C1)S(=O)(=O)NC2=CC=CC3=CC=CC=C32)(O)O